1-(5-((2-chlorobenzyl)thio)-1,3,4-thiadiazol-2-yl)-3-hydroxy-pyrrole-2-one ClC1=C(CSC2=NN=C(S2)N2C(C(C=C2)O)=O)C=CC=C1